(S)-8-((1-propenylpiperidin-4-yl)oxy)-5-(2-((5,6-diethyl-2,3-dihydro-1H-inden-2-yl)amino)-1-hydroxyethyl)quinolin-2(1H)-one C(=CC)N1CCC(CC1)OC=1C=CC(=C2C=CC(NC12)=O)[C@@H](CNC1CC2=CC(=C(C=C2C1)CC)CC)O